ClC=1C=C(C=2N(N1)C=CN2)N2CC(C2)(OC2=NC=C(C=C2)C(F)(F)F)C(F)(F)F 6-chloro-8-(3-(trifluoromethyl)-3-((5-(trifluoromethyl)pyridin-2-yl)oxy)azetidin-1-yl)imidazo[1,2-b]pyridazine